BrC=1C(=C(C=C(C1)F)C(CC(C(=O)OCC)=C=O)=C=O)O ethyl 4-(3-bromo-5-fluoro-2-hydroxyphenyl)-2,4-dicarbonylbutyrate